C1(CC1)C(=O)N1[C@H]([C@H]([C@H](C1)F)NS(=O)(=O)C)CC=1C(=C(C=CC1)C1=C(C(=CC=C1)F)F)F N-{(2S,3R,4S)-1-(cyclopropanecarbonyl)-4-fluoro-2-[(2,2',3'-trifluoro[1,1'-biphenyl]-3-yl)methyl]pyrrolidin-3-yl}methanesulfonamide